[Pt](Cl)Cl.C=C (ethylene) platinum (II) dichloride